5-tert-butyl-2-(1H-pyrrol-1-yl)aniline C(C)(C)(C)C=1C=CC(=C(N)C1)N1C=CC=C1